OC=1C(=C(C(=O)C2=CC=CC=C2)C=CC1Cl)Cl 3-hydroxy-2,4-dichlorobenzophenone